methyl 2-((2-acetyl-5-chlorophenyl) amino)-2-oxoacetate C(C)(=O)C1=C(C=C(C=C1)Cl)NC(C(=O)OC)=O